ClC=1C=CC=C2C(=CNC12)C1=CC(=C(C=C1)OC1CNCC1)F 7-chloro-3-[3-fluoro-4-(pyrrolidin-3-yloxy)phenyl]-1H-indole